1-((1-ethynyl-4-phenylcyclohexyl)oxy)-4-nitrobenzene C(#C)C1(CCC(CC1)C1=CC=CC=C1)OC1=CC=C(C=C1)[N+](=O)[O-]